ClC1=CC=2OCCC3N(C2N=C1)CCN(C3)C(CCOCCC)=O 1-(3-(3-chloro-6,7,7a,8,10,11-hexahydro-9H-pyrazino[1,2-d]pyrido[3,2-b][1,4]oxazepin-9-yl)-3-oxopropoxy)propan